FC1=C(C=CC=C1C(F)(F)F)[C@@H](C)NC(=O)C1=NN(C(C=C1)=O)C=1C=C(C=NC1)C1=CN=NN1[C@@H]1CN(CC1)C(=O)OC(C)(C)C tert-butyl (3S)-3-[5-[5-[3-[[(1R)-1-[2-fluoro-3-(trifluoromethyl)phenyl]ethyl]carbamoyl]-6-oxo-pyridazin-1-yl]-3-pyridyl]triazol-1-yl]pyrrolidine-1-carboxylate